3-(4-(methylpiperidin-4-yl)phenyl)-1H-1,2,4-triazole-3,5-diamine CN1CCC(CC1)C1=CC=C(C=C1)C1(NNC(=N1)N)N